4-{[(Dimethylamino)carbothioyl]sulfanyl}butanoic Acid CN(C(=S)SCCCC(=O)O)C